C1(CCCCC1)OP(OC1CCCCC1)OC1CCCCC1 tricyclohex-ylphosphite